1,4-bis(benzo[d]oxazol-2-yloxy)benzene O1C(=NC2=C1C=CC=C2)OC2=CC=C(C=C2)OC=2OC1=C(N2)C=CC=C1